The molecule is a benzazepine that is 2,3,4,5-tetrahydro-1H-2-benzazepine which is substituted by hydroxy groups at positions 7 and 8 and on the nitrogen atom by a 2-(p-chlorophenyl)ethylaminothiocarbonyl group. A synthetic analogue of capsaicin, it was the first reported capsaicin receptor antagonist. It has a role as a capsaicin receptor antagonist. It is a member of catechols, a member of thioureas, a benzazepine and a member of monochlorobenzenes. C1CC2=CC(=C(C=C2CN(C1)C(=S)NCCC3=CC=C(C=C3)Cl)O)O